FC1=C(C=C(C=C1)O)C(=O)N1CC2(C1)CC(C2)N2N=CC(=C2C=2C=CC(=C(C2)C)F)C(F)(F)F (2-fluoro-5-hydroxyphenyl){6-[5-(2-fluoro-5-tolyl)-4-(trifluoromethyl)-1-pyrazolyl]-2-aza-2-spiro[3.3]heptyl}methanone